F[P-](F)(F)(F)(F)F.FC=1C(=C(C=C(C1)F)[Ir+]C1=C(C(=CC(=C1)F)F)C1=NC=C(C=C1)C(F)(F)F)C1=NC=C(C=C1)C(F)(F)F bis[3,5-difluoro-2-[5-trifluoromethyl-2-pyridinyl]phenyl]iridium (III) hexafluorophosphate